N1C[C@@H](CCC1)NC(C=C)=O N-[(3R)-3-piperidyl]prop-2-enamide